2-(1H-indazol-3-yl)-1H-imidazo[4,5-C]pyridine N1N=C(C2=CC=CC=C12)C=1NC2=C(C=NC=C2)N1